C[C@@]1(N(C(CC1)OC)C(=O)OC(C)(C)C)C(=O)[O-] 1-(tert-butyl) 2-methyl-(2S)-5-methoxypyrrolidine-1,2-dicarboxylate